methyl 2-[3-[(2S)-2-[(tert-butoxycarbonyl) amino]-4-carbamoylbutoxy] phenyl]acetate C(C)(C)(C)OC(=O)N[C@H](COC=1C=C(C=CC1)CC(=O)OC)CCC(N)=O